tricyclo[5.2.1.0(2,6)]decan-8-one C12C3CCCC3C(C(C1)=O)C2